N-(3,5-Dichlorophenyl)-N1-(3,5-dimethylphenyl)-6-morpholin-4-yl-[1,3,5]triazine-2,4-diamine ClC=1C=C(C=C(C1)Cl)NC1N(C(=NC(=N1)N)N1CCOCC1)C1=CC(=CC(=C1)C)C